3-amino-5-iodothiophene-2-carboxylic acid methyl ester COC(=O)C=1SC(=CC1N)I